C1(CCCC1)C1CC(C=2C(C3=CC(=CC=C3NC2C1)C)=O)=O 3-cyclopentyl-7-methyl-3,4-dihydroacridine-1,9(2H,10H)-dione